N[C@H]1CS(C2=C(N(C1=O)CC1=CC=C(C=C1)Cl)C=C(C=C2)C=2OC(=NN2)C2(CN(CCC2)CCOC)F)(=O)=O (3R)-3-amino-5-[(4-chlorophenyl)methyl]-7-[5-[3-fluoro-1-(2-methoxyethyl)-3-piperidyl]-1,3,4-oxadiazol-2-yl]-1,1-dioxo-2,3-dihydro-1λ6,5-benzothiazepin-4-one